C(C1CO1)[N+](C)(C)C glycidyl-trimethylammonium